C1(CC1)C1=NN(C2=CN=NC(=C21)OC)C(C)C 3-cyclopropyl-1-isopropyl-4-methoxy-1H-pyrazolo[3,4-d]pyridazine